ClC=CCONCC=1C=NC(=CC1)C(F)(F)F O-(3-chloroallyl)-N-((6-(trifluoromethyl)pyridin-3-yl)methyl)hydroxylamine